N-(4,4-Dimethyl-pentyl)-4-ethylsulfanyl-2-methyl-6-morpholin-4-yl-pyridine-3-carboxylic acid amide CC(CCCNC(=O)C=1C(=NC(=CC1SCC)N1CCOCC1)C)(C)C